1-(2-(2-azidoethoxy)ethyl)-N-(4-cyanobenzyl)-6-((1-((2-methyl-1-oxopropan-2-yl)sulfonyl)cyclopropyl)methyl)-7-oxo-4,5,6,7-tetrahydro-1H-pyrazolo[3,4-c]pyridine-3-carboxamide N(=[N+]=[N-])CCOCCN1N=C(C2=C1C(N(CC2)CC2(CC2)S(=O)(=O)C(C=O)(C)C)=O)C(=O)NCC2=CC=C(C=C2)C#N